Cl.C(C)OC(CC(=O)OCC)=N Ethyl 3-ethoxy-3-imino-propanoate hydrochloride